6-bromo-8-chloro-2H-spiro[imidazo[1,5-a]pyridine-3,6'-[1,4]diazepane]-1,5-dione BrC1=CC(=C2N(C1=O)C1(CNCCNC1)NC2=O)Cl